Hexa(2,2,2-trifluoroethoxy)cyclotriphosphazene FC(COP1(=NP(=NP(=N1)(OCC(F)(F)F)OCC(F)(F)F)(OCC(F)(F)F)OCC(F)(F)F)OCC(F)(F)F)(F)F